Methyl 2-(6-chloro-5-cyano-4-(trifluoromethyl)pyridin-2-yl)-2-azaspiro[3.3]heptan-6-carboxylate ClC1=C(C(=CC(=N1)N1CC2(C1)CC(C2)C(=O)OC)C(F)(F)F)C#N